COC1=CC=C(C=C1)CNC(=O)NC1=CC=C(C=C1)CNC(=O)C1(CC1)C {[(4-methoxyphenyl)methyl]amino}-N-(4-{[(methylcyclopropyl)carbonylamino]methyl}phenyl)carboxamide